C(C)(C)C1=NC=CC=C1C1=CNC(C=C1)=O isopropyl-6'-oxo-1',6'-dihydro-[3,3'-bipyridine]